tert-butyl 4-(6-tributylstannyl-2-pyridyl)piperidine-1-carboxylate C(CCC)[Sn](C1=CC=CC(=N1)C1CCN(CC1)C(=O)OC(C)(C)C)(CCCC)CCCC